NC[C@H]1CC[C@H](CC1)C(=O)O cis-p-aminomethyl-cyclohexanecarboxylic acid